C1N(CC12CNC2)C=2C=CN1N=CN=C(C12)N 5-(2,6-diazaspiro[3.3]heptan-2-yl)pyrrolo[2,1-f][1,2,4]triazin-4-amine